N-((1H-benzo[d]imidazol-6-yl)methyl)-N-(3-methoxybenzyl)-3-((2-(3-methoxybenzyloxy)ethoxy)methyl)aniline N1C=NC2=C1C=C(C=C2)CN(C2=CC(=CC=C2)COCCOCC2=CC(=CC=C2)OC)CC2=CC(=CC=C2)OC